Cl.NC1C2(CC2)CCN(C1)C(=O)C1=CC2=C(N(C(=N2)C2=CC=3C(=NC=CC3)N2CC)C)C(=C1)OC (4-amino-6-azaspiro[2.5]octan-6-yl)(2-(1-ethyl-1H-pyrrolo[2,3-b]pyridin-2-yl)-7-methoxy-1-methyl-1H-benzo[d]imidazol-5-yl)methanone hydrochloride